[I-].[Mg+2].[I-] Magnesium Iodid